1-[5-(4-Heptylphenyl)pentanoyl]azetidin-3-yl dihydrogen phosphate ammonium salt [NH4+].P(=O)(OC1CN(C1)C(CCCCC1=CC=C(C=C1)CCCCCCC)=O)(O)O